FC=1C=C(C=NC1)C1=C(C(=NC(=C1)C1=NNC(=N1)C1=C(C=CC=C1)F)C)OC 5-fluoro-6'-(5-(2-fluorophenyl)-1H-1,2,4-triazol-3-yl)-3'-methoxy-2'-methyl-3,4'-bipyridine